3-bromo-N-(4-fluoro-2-(2-fluoropyridin-4-yl)-6-isopropylphenyl)-1-((2-(trimethylsilyl)ethoxy)methyl)-1H-1,2,4-triazol-5-amine BrC1=NN(C(=N1)NC1=C(C=C(C=C1C(C)C)F)C1=CC(=NC=C1)F)COCC[Si](C)(C)C